6,7-dihydro-5H-pyrrolo[3,4-b]pyridine-3-carbonitrile N1=C2C(=CC(=C1)C#N)CNC2